1-bromo-2-(chlorodiphenylsilyl)benzene BrC1=C(C=CC=C1)[Si](C1=CC=CC=C1)(C1=CC=CC=C1)Cl